trans-rac-(3r,4r)-1-(tert-butoxycarbonyl)-3-fluoropiperidine-4-carboxylic acid C(C)(C)(C)OC(=O)N1C[C@@H]([C@H](CC1)C(=O)O)F |r|